N1=C(N=C(C2=CC=CC=C12)O)O quinazoline-2,4-diol